C(C=C)(=O)O.C(C=C)(=O)O.[SiH4] silane diacrylate